(S)-4-(5-(3-((7-bromo-2-((S)-3-carboxybutanoyl)-4-fluoro-6-methoxyisoindolin-5-yl)oxy)propoxy)-6-methoxyisoindolin-2-yl)-2-methyl-4-oxobutanoic acid BrC=1C(=C(C(=C2CN(CC12)C(C[C@H](C)C(=O)O)=O)F)OCCCOC=1C=C2CN(CC2=CC1OC)C(C[C@@H](C(=O)O)C)=O)OC